Pyrene-4,5-Dione C1=CC=C2C(C(C3=CC=CC4=CC=C1C2=C34)=O)=O